ClC=1C(=CC(=C(C1)S(=O)(=O)NC=1N=CSC1)F)NCC=1C(=CC=C2C=NNC12)F 5-chloro-2-fluoro-4-(((6-fluoro-1H-indazol-7-yl)methyl)amino)-N-(thiazol-4-yl)benzenesulfonamide